isopropyl (Z)-3-cyano-3-phenylacrylate C(#N)\C(=C/C(=O)OC(C)C)\C1=CC=CC=C1